3-(methoxydimethylsilyl)propylmethacrylate CO[Si](CCCOC(C(=C)C)=O)(C)C